(9-ethyl-6-nitro-9H-carbazol-3-yl)[4-(2-methoxy-1-methylethoxy)-2-methylphenyl]methanon O-acetyloxime C(C)(=O)ON=C(C1=C(C=C(C=C1)OC(COC)C)C)C=1C=CC=2N(C3=CC=C(C=C3C2C1)[N+](=O)[O-])CC